(chloroacetamido)-anthraquinone ClCC(=O)NC1=CC=CC=2C(C3=CC=CC=C3C(C12)=O)=O